9-iodo-1,1-dipentyloxynonane ICCCCCCCCC(OCCCCC)OCCCCC